(R)-3-{5-[4-(3,5-dimethylpyridin-2-yl)piperazine-1-carbonyl]pyridin-2-yl}-3-methoxymethylpyrrolidine-2,5-dione CC=1C(=NC=C(C1)C)N1CCN(CC1)C(=O)C=1C=CC(=NC1)[C@@]1(C(NC(C1)=O)=O)COC